C(C)(=O)[O-].C(C(CCCCCCCCCC)O)O.[Na+] sodium dodecane-1,2-diol acetate